NC1=C(C=C(C(=O)O)C=C1)OCCCS(=O)(=O)O 4-amino-3-(3-sulfopropoxy)benzoic acid